4-((1r,4r)-4-acetamidocyclohexylamino)-2-((1r,4r)-4-methoxycyclohexylamino)pyrimidine-5-carboxamide C(C)(=O)NC1CCC(CC1)NC1=NC(=NC=C1C(=O)N)NC1CCC(CC1)OC